C(C=C)(=O)OC(C)(C)C tert-Butyl prop-2-enoate